(±)-2-methoxy-10-(4-methoxyphenyl)-6,7,8,9-tetrahydro-5H-5,8-epiminocyclohepta[b]pyrazine COC1=CN=C2C(=N1)CC1CCC2N1C1=CC=C(C=C1)OC